C(\C=C\C(=O)O)(=O)O.CN1C(C(=CC=C1)C1CCNCC1)C=1C=NC(=NC1)N 5-(1-methyl-(Piperidin-4-yl)pyridin-2-yl)pyrimidin-2-amine fumarate